6-[3-(5-cyano-2-fluoro-anilino)-7,8-dihydro-5H-1,6-naphthyridin-6-yl]-4,5-dimethyl-pyridazine-3-carbonitrile C(#N)C=1C=CC(=C(NC=2C=NC=3CCN(CC3C2)C2=C(C(=C(N=N2)C#N)C)C)C1)F